OC[C@@H]1N(CCN(C1)C)C(=O)OC(C)(C)C tert-butyl (R)-2-(hydroxymethyl)-4-methylpiperazine-1-carboxylate